2-amino-1-(3-fluorophenyl)ethan-1-one hydrogen chloride Cl.NCC(=O)C1=CC(=CC=C1)F